FC1=C(N(CC2=CC=C(C=C2)OC)CC2=CC=C(C=C2)OC)C=C(C(=C1C1=C(C=2N=C(N=CC2C(=N1)N1[C@H](CC1)C)SC)F)C(F)(F)F)F 2,5-difluoro-3-{8-fluoro-5-[(2S)-2-methylazetidin-1-yl]-2-(methylsulfanyl)pyrido[4,3-d]pyrimidin-7-yl}-N,N-bis[(4-methoxyphenyl)methyl]-4-(trifluoromethyl)aniline